6-amino-3-(2-methoxyethyl)-2-(4-methylpiperazine-1-carbonyl)quinazolin-4(3H)-one NC=1C=C2C(N(C(=NC2=CC1)C(=O)N1CCN(CC1)C)CCOC)=O